C(C)(C)(C)OC(NC1CC(C1)OC)=O N-(3-methoxycyclobutyl)carbamic acid tert-butyl ester